N1N=NN=C1C1=C(C=CC=C1)C1=NC(=CC(=C1)NC(CC1=CC=C(C=C1)C)=O)N1C[C@@H](CC1)O (R)-N-(2-(2-(1H-tetrazol-5-yl)phenyl)-6-(3-hydroxypyrrolidin-1-yl)pyridin-4-yl)-2-(p-tolyl)acetamide